C(C)(C)(C)OC(=O)C1=NC(=CC=C1C1=C(C(=CC=C1)C(N(C1C2CC3CC(CC1C3)C2)C)=O)C)N2CC3=C(C=CC=C3CC2)C(NC=2SC3=C(N2)C=CC=C3)=O 6-[8-(1,3-benzothiazol-2-ylcarbamoyl)-3,4-dihydroisoquinolin-2(1H)-yl]-3-(2-methyl-3-{methyl[tricyclo[3.3.1.13,7]dec-2-yl]carbamoyl}phenyl)pyridine-2-carboxylic acid tert-butyl ester